FC1(CCOC12CCC(CC2)NC(=O)[C@@H]2CCN(C1(CC1)C2)C(=O)C2=NNC(=C2)C2=CC(=NC=C2F)C)F (R)-N-((5S,8s)-4,4-difluoro-1-oxaspiro[4.5]decan-8-yl)-4-(5-(5-fluoro-2-methylpyridin-4-yl)-1H-pyrazole-3-carbonyl)-4-azaspiro[2.5]octane-7-carboxamide